COCC1=NN(C=C1)CC1=CC=C(C=C1)CN1C(C=CC=C1)=O 3-(methoxymethyl)-1-({4-[(2-oxopyridin-1-yl)methyl]phenyl}methyl)-pyrazol